COC1=CC=C(C=C1)CN(C1=NC(=NC=2N1N=CC2C(C(F)(F)F)O)N2CCOCC2)CC2=CC=C(C=C2)OC 1-[4-{bis[(4-methoxyphenyl)methyl]amino}-2-(morpholin-4-yl)pyrazolo[1,5-a][1,3,5]triazin-8-yl]-2,2,2-trifluoroethan-1-ol